OC1=C(C=NC2=CC=CC=C12)NC(CCCCC)=O 6-((4-hydroxyquinolin-3-yl)amino)-6-oxohexane